3-(1-(3-(1-methyl-1H-pyrazol-4-yl)propyl)-2,5-dihydro-1H-pyrrol-3-yl)-1-(4-methylbenzenesulfonyl)-1H-indole CN1N=CC(=C1)CCCN1CC(=CC1)C1=CN(C2=CC=CC=C12)S(=O)(=O)C1=CC=C(C=C1)C